N-{(2S)-4-chloro-3-oxo-1-[(3S)-2-oxopiperidin-3-yl]butan-2-yl}-N2-[(2R)-oxolane-2-carbonyl]-L-leucinamide ClCC([C@H](C[C@H]1C(NCCC1)=O)NC([C@@H](NC(=O)[C@@H]1OCCC1)CC(C)C)=O)=O